dibromobiphenyl-3,3'-dithiol BrC1=C(C(=C(C=C1)C1=CC(=CC=C1)S)Br)S